[13C](\[13CH]=[13CH]\[13C](=O)O)(=O)O Fumaric acid-13C4